CNCCS(=O)(=O)OC(C)=O Acetyl Methyl-taurate